C(CC)(=O)C(OP(OC[C@@H](CO)O)(=O)[O-])(C[N+](C)(C)C)C(CC)=O Dipropionyl-sn-glycero-3-phosphocholine